C(C(C)(C)C)(=O)O.C(C(C)(C)C)(=O)O.CC=CC=CC methyl-pentanediene dineopentanoate